1-[(2-methoxy-4-{[(1S,4S)-5-methyl-2,5-diazabicyclo[2.2.1]-heptan-2-yl]methyl}phenyl)methyl]-N7-[(5-methyl-1,2,4-oxa-diazol-3-yl)methyl]-1H-pyrazolo[4,3-d]pyrimidine-5,7-diamine COC1=C(C=CC(=C1)CN1[C@@H]2CN([C@H](C1)C2)C)CN2N=CC=1N=C(N=C(C12)NCC1=NOC(=N1)C)N